(S)-N-(1-cyanocyclopropyl)-4-methyl-2-(((S)-2,2,2-trifluoro-1-(8-(piperidin-4-yl)dibenzo[b,d]furan-3-yl)ethyl)amino)pentanamide C(#N)C1(CC1)NC([C@H](CC(C)C)N[C@H](C(F)(F)F)C=1C=CC2=C(OC3=C2C=C(C=C3)C3CCNCC3)C1)=O